C(C)(C)C=1C(=NNC1C=1C=C(C=2N(C1)N=CN2)OC)C2=CC=C(C=C2)C2CCNCC2 6-(4-isopropyl-3-(4-(piperidin-4-yl)phenyl)-1H-pyrazol-5-yl)-8-methoxy-[1,2,4]triazolo[1,5-a]pyridine